C(C1=CC=CC=C1)(=O)NC1=C2N=CN(C2=NC=N1)C[C@@H](C)OCP1(OCC(CO1)CCC(=O)OCC)=O (R)-ethyl 3-(2-(((1-(6-benzamido-9H-purin-9-yl)propan-2-yl)oxy)methyl)-2-oxo-1,3,2-dioxaphosphinan-5-yl)propanoate